N1(CCC1)C=1C=C(C=CC1)N1C(=C2C(N(N=CC2=C1C)C1=CC=C(C=C1)C(CNC(OC(C)(C)C)=O)=O)=O)C tert-Butyl 2-(4-(6-(3-(azetidin-1-yl)phenyl)-5,7-dimethyl-1-oxo-1H-pyrrolo[3,4-d]pyridazin-2(6H)-yl)phenyl)-2-oxoethylcarbamate